C(#N)N1[C@H](C[C@H](C1)O)C(=O)N(C1=C(C=C(C=C1)S(F)(F)(F)(F)F)F)C(C(=O)NC1CCC(CC1)(F)F)C=1C=NC=CC1 (2R,4R)-1-cyano-N-[2-[(4,4-difluorocyclohexyl)amino]-2-oxo-1-(3-pyridyl)ethyl]-N-[2-fluoro-4-(pentafluoro-λ6-sulfanyl)phenyl]-4-hydroxy-pyrrolidine-2-carboxamide